The molecule is a complex glycopeptide from Streptomyces orientalis. It inhibits a specific step in the synthesis of the peptidoglycan layer in the Gram-positive bacteria Staphylococcus aureus and Clostridium difficile. It has a role as an antimicrobial agent, an antibacterial drug and a bacterial metabolite. It derives from a vancomycin aglycone. It is a conjugate base of a vancomycin(1+). C[C@H]1[C@H]([C@@](C[C@@H](O1)O[C@@H]2[C@H]([C@@H]([C@H](O[C@H]2OC3=C4C=C5C=C3OC6=C(C=C(C=C6)[C@H]([C@H](C(=O)N[C@H](C(=O)N[C@H]5C(=O)N[C@@H]7C8=CC(=C(C=C8)O)C9=C(C=C(C=C9O)O)[C@H](NC(=O)[C@H]([C@@H](C1=CC(=C(O4)C=C1)Cl)O)NC7=O)C(=O)O)CC(=O)N)NC(=O)[C@@H](CC(C)C)NC)O)Cl)CO)O)O)(C)N)O